COC1=C(C=CC=C1)C1=NCC(NC=2SC=3CC(CC3C12)C(=O)OC)=O methyl 13-(2-methoxyphenyl)-10-oxo-7-thia-9,12-diazatricyclo[6.5.0.02,6]trideca-1(8),2(6),12-triene-4-carboxylate